FC(CCCC1=CC=C(O1)C#N)(F)F 5-(4,4,4-trifluorobutyl)furan-2-carbonitrile